Cl.[Sb].[Mo] molybdenum-antimony hydrochloride